OC1=C(C=CC=C1)\C=C\C(=O)C1=C(C=CC=C1)O 2,2'-dihydroxychalcone